ClC1=CC=C2C(=C(N(C2=C1F)C=1C=NN(C1)CCNC(=O)N)C1CC1)SC=1C(=C(C(=O)O)C=CC1)F 3-((6-chloro-2-cyclopropyl-7-fluoro-1-(1-(2-ureidoethyl)-1H-pyrazol-4-yl)-1H-indol-3-yl)sulfanyl)-2-fluorobenzoic acid